Methyl 2-(tert-butoxycarbonylamino)-3-(3-oxo-4H-quinoxalin-2-yl)propanoate C(C)(C)(C)OC(=O)NC(C(=O)OC)CC1=NC2=CC=CC=C2NC1=O